C(=O)(O)C(O)C(O)C(=O)O.C12CNCC2C1C(=O)N 3-azabicyclo[3.1.0]hexane-6-carboxamide tartrate